BrC=1C=CC(=C(OCCN2CC(CC2)N(S(=O)(=O)C)C)C1)C=1OC2=C(C=CC=C2C(C1)=O)Cl N-[1-[2-[5-bromo-2-(8-chloro-4-oxo-chromen-2-yl)phenoxy]ethyl]pyrrolidin-3-yl]-N-methyl-methanesulfonamide